2-chloro-3,4-difluorophenyl-ethanol ClC1=C(C=CC(=C1F)F)C(C)O